2-(thiophen-2-yl)ethyl isocyanate S1C(=CC=C1)CCN=C=O